3aH-Indene-1,2,3a,7-tetrol C=1(C(=CC2(C=CC=C(C12)O)O)O)O